trimethoxytrimethyl-propane triacrylate C(C=C)(=O)O.C(C=C)(=O)O.C(C=C)(=O)O.COC(CC(C)(C)C)(OC)OC